2-methyl-6-{2-[4-(1-methyl-1H-indazol-3-yl)-piperidin-1-yl]-ethyl}-6H-imidazo[1,2-c]pyrimidin-5-one CC=1N=C2N(C(N(C=C2)CCN2CCC(CC2)C2=NN(C3=CC=CC=C23)C)=O)C1